5-fluoro-4-methoxy-7-(methoxycarbonyl)quinoline 1-oxide FC1=C2C(=CC=[N+](C2=CC(=C1)C(=O)OC)[O-])OC